lithium potassium 2-(oct-3-yl)-2-octylmalonate CCC(CCCCC)C(C(=O)[O-])(C(=O)[O-])CCCCCCCC.[K+].[Li+]